ClC=1C(=C(C=CC1)NC)C 3-chloro-N,2-dimethylbenzenamine